COC(=C(C(=O)[O-])OC)C1=CC=CC=C1 dimethoxycinnamate